phospho-glycerol P(=O)(O)(O)OCC(O)CO